BrC1=CC=C(C=C1)NC(=O)C1(COC1)C1=CC=C(C=C1)C=1C=NC(=CC1CO)C(F)(F)F N-(4-bromophenyl)-3-(4-(4-(hydroxymethyl)-6-(trifluoromethyl)pyridin-3-yl)phenyl)oxetane-3-carboxamide